4-(4-methoxypiperidin-1-yl)aniline COC1CCN(CC1)C1=CC=C(N)C=C1